tert-Butyl (2R,4R)-4-(benzyloxy)-2-((4-bromo-6-chloropyridazin-3-yl)carbamoyl)-2-ethylpyrrolidine-1-carboxylate C(C1=CC=CC=C1)O[C@@H]1C[C@](N(C1)C(=O)OC(C)(C)C)(CC)C(NC=1N=NC(=CC1Br)Cl)=O